7-isopropyl-4-(1-(oxetan-3-yl)-1H-pyrazol-4-yl)-11-oxo-2,6,7,11-tetrahydro-1H-furo[2,3-H]pyrido[2,1-a]isoquinoline-10-carboxylic acid C(C)(C)C1N2C(C=3C4=C(C(=CC3C1)C=1C=NN(C1)C1COC1)OCC4)=CC(C(=C2)C(=O)O)=O